1-(methylsulfonyl)imidazo[1,5-a]pyridine-6-carbonitrile CS(=O)(=O)C=1N=CN2C1C=CC(=C2)C#N